C1(CC1)S(=O)(=O)C=1C=C(C(=O)N2[C@H](CCC2)C(=O)N)C=CC1 1-(3-(cyclopropylsulfonyl)benzoyl)-D-prolinamide